(S)-2-(3-fluoropyrrole-1-yl)-6-nitrobenzo[d]oxazole FC1=CN(C=C1)C=1OC2=C(N1)C=CC(=C2)[N+](=O)[O-]